4-fluoro-1-[2-(1H-imidazol-1-yl)acetyl]-N-{phenyl-[4-(prop-2-yl)phenyl]methyl}pyrrolidine-2-carboxamide FC1CC(N(C1)C(CN1C=NC=C1)=O)C(=O)NC(C1=CC=C(C=C1)C(C)C)C1=CC=CC=C1